N-((5-cyclopropyl-6-(thiazol-4-ylmethoxy)-1-tosyl-1H-indol-2-yl)methyl)azetidine-1-carboxamide C1(CC1)C=1C=C2C=C(N(C2=CC1OCC=1N=CSC1)S(=O)(=O)C1=CC=C(C)C=C1)CNC(=O)N1CCC1